BrC=1C=C(C=CC1)C(CCCOC(C=O)(C)C)(C(C)=O)C 2-((4-(3-bromophenyl)-4-methyl-5-oxohexyl)oxy)-2-methylpropanal